[4-(azetidine-3-carbonyl)piperazin-1-yl]-cyclopropyl-methanone N1CC(C1)C(=O)N1CCN(CC1)C(=O)C1CC1